OCC(C(=O)NC1CCN(CC1)C)(C)C 3-hydroxy-2,2-dimethyl-N-(1-methylpiperidin-4-yl)propionamide